C(CCCC)(=O)OC[C@@H](OC(CCCC)=O)COP(=O)(O)OCCN 1,2-Divaleryl-sn-glycero-3-phosphoethanolamine